tert-butyl 3,3-difluoro-4-[4-methyl-3-[[(1R)-1-(4-bromo-1-naphthyl)ethyl]carbamoyl]anilino]pyrrolidine-1-carboxylate FC1(CN(CC1NC1=CC(=C(C=C1)C)C(N[C@H](C)C1=CC=C(C2=CC=CC=C12)Br)=O)C(=O)OC(C)(C)C)F